5-(2,3-dichlorophenyl)-1-methyl-7-(trifluoromethyl)-1,5-dihydro-4H-imidazo[4,5-c][1,8]Naphthyridin-4-one ClC1=C(C=CC=C1Cl)N1C(C2=C(C=3C=CC(=NC13)C(F)(F)F)N(C=N2)C)=O